C1(CC1)CN1C2=NC=NC(=C2N=C1)OC1=CC=C(C=C1)C1=CN=C(S1)NC1=CC=C(C=C1)F 5-(4-((9-(cyclopropylmethyl)-9H-purin-6-yl)oxy)phenyl)-N-(4-fluorophenyl)thiazol-2-amine